N1(N=NC2=C1C=CC=C2)CC(=O)N(C2=CC=C(C=C2)C=2C=NC=CC2)CC2=CC(=C(C=C2)F)Cl 2-(Benzotriazol-1-yl)-N-[(3-chloro-4-fluoro-phenyl)methyl]-N-[4-(3-pyridyl)phenyl]acetamide